C(O)(O)=O.CN1C(CCC1)=O methyl-2-pyrrolidone carbonate